3-methyl-8-[{6-(trifluoromethyl)pyridin-3-yl}oxy]quinoline-5-carbonitrile CC=1C=NC=2C(=CC=C(C2C1)C#N)OC=1C=NC(=CC1)C(F)(F)F